C(CCCCCCCCCCCCCCCCCCC(=O)N)CCCCCCCCCCCCCCCCCC(=O)N ethylenebisstearic acid, amide